5-(5-((6-fluoro-3-methyl-4-oxo-4,5-dihydropyrazolo[1,5-a]quinoxalin-7-yl)methyl)-5,6-dihydro-4H-pyrrolo[3,4-d]thiazol-2-yl)-N-methylpicolinamide FC1=C2NC(C=3N(C2=CC=C1CN1CC=2N=C(SC2C1)C=1C=CC(=NC1)C(=O)NC)N=CC3C)=O